Cl.NC1=C(C(=O)NC)C=C(C=C1C)Cl 2-amino-5-chloro-N,3-dimethylbenzamide hydrochloride